N-δ-maleimidovaleryl-oxysuccinimide C1(C=CC(N1CCCCC(=O)ON1C(CCC1=O)=O)=O)=O